COC1=C(NC(CC(=O)C)=O)C=CC(=C1)OC 2',4'-dimethoxyacetoacetanilide